C(#N)C=1C2=C(SC1NC(COC=1C=CC=C3C(=NN(C13)C)C1C(NC(CC1)=O)=O)=O)CC(CC2)C N-(3-cyano-6-methyl-4,5,6,7-tetrahydrobenzo[b]thiophen-2-yl)-2-((3-(2,6-dioxo-piperidin-3-yl)-1-methyl-1H-indazol-7-yl)oxy)acetamide